[NH4+].C(#N)C1=CC(=C(C=C1)CON1N=C(C=C1)C1CCN(CC1)CC1=NC2=C(N1CC=1OC=CN1)C=C(C=C2)C(=O)[O-])F 2-[(4-{1-[(4-cyano-2-fluorophenyl)methoxy]-1H-pyrazol-3-yl}piperidin-1-yl)methyl]-1-[(1,3-oxazol-2-yl)methyl]-1H-benzimidazole-6-carboxylic acid, ammonium salt